OC1=CC=C(C=C1)C=1OC(=NN1)S(=O)(=O)C 2-(4-hydroxyphenyl)-5-(methylsulfonyl)-1,3,4-oxadiazole